FC(C(=O)O)(F)F.C1(CC1)[C@H](C)N1C(C2=C(C=C(C=C2C1)C1=CC(=NC=C1)C=1NC(=C(N1)C)C(=O)N1CC2(COC2)C1)S(=O)(=O)C)=O (S)-2-(1-Cyclopropylethyl)-5-(2-(4-methyl-5-(2-oxa-6-azaspiro[3.3]heptane-6-carbonyl)-1H-imidazol-2-yl)pyridin-4-yl)-7-(methylsulfonyl)isoindolin-1-one, trifluoroacetate salt